NC=1N2N=C(N=C2C=2C(C(N(C2N1)CCN1CCN(CC1)C1=CC=C(C=C1)OCCOC)=O)(C)C)C=1OC=CC1 4-Amino-2-furan-2-yl-6-(2-{4-[4-(2-methoxy-ethoxy)-phenyl]-piperazin-1-yl}-ethyl)-8,8-dimethyl-6,8-dihydro-1,3,3a,5,6-pentaaza-as-indacen-7-one